[SiH]1=NCCC1 azasilacyclopentene